1-(3,5-Dimethoxybenzyl)-N-(4-(ethylsulfonyl)benzyl)-2-(trifluoromethyl)-1H-benzo[d]imidazole-5-carboxamide COC=1C=C(CN2C(=NC3=C2C=CC(=C3)C(=O)NCC3=CC=C(C=C3)S(=O)(=O)CC)C(F)(F)F)C=C(C1)OC